COC(C1=C(N=C(C=C1C)C=1C=NN(C1)C)C#N)=O 2-Cyano-4-methyl-6-(1-methyl-1H-pyrazol-4-yl)nicotinic acid methyl ester